1-{[(2s,3r)-3-ethyl-5-oxopyrrolidin-2-yl]methoxy}-4-{[(1-methyl-1H-imidazol-4-yl)sulfonyl]amino}-7-(prop-2-yloxy)isoquinoline-6-carboxamide C(C)[C@H]1[C@H](NC(C1)=O)COC1=NC=C(C2=CC(=C(C=C12)OC(C)C)C(=O)N)NS(=O)(=O)C=1N=CN(C1)C